methyl 4-((tert-butoxycarbonyl)(methyl-d3)amino)-2-hydroxybutanoate C(C)(C)(C)OC(=O)N(CCC(C(=O)OC)O)C([2H])([2H])[2H]